FC=1C=C(C=CC1)C1(CCC(CC1)=O)C#N 1-(3-fluorophenyl)-4-oxocyclohexanecarbonitrile